C(#N)C1=CC(=C(CNC(=O)[C@@H]2CCC=3N2C(C(=NC3)NCC3=CC(=CC(=C3)C)F)=O)C=C1)C (S)-N-(4-cyano-2-methylbenzyl)-3-((3-fluoro-5-methylbenzyl)amino)-4-oxo-4,6,7,8-tetrahydropyrrolo[1,2-a]pyrazine-6-carboxamide